2-(aminomethyl)-6-fluoro-3-methoxyaniline NCC1=C(N)C(=CC=C1OC)F